C(C(=C)C)(=O)OCCC=1C2=CC=CC=C2C=C2C=CC=CC12 2-(9-anthracenyl)ethyl methacrylate